FC(S(=O)(=O)[O-])(F)F.C[N+](C1=NC=C(C=C1)C(=O)OC1=C(C(=CC(=C1F)F)F)F)(C)C N,N,N-Trimethyl-5-((2,3,5,6-tetrafluorophenoxy)carbonyl)pyridin-2-aminium trifluoromethanesulfonate